COC=1C=C(C=CC1OC)C=1C=C(C(NN1)=O)C(F)(F)F 6-(3',4'-Dimethoxyphenyl)-4-trifluoromethyl-pyridazin-3(2H)-one